tert-butyl N-[(1R)-1-(methoxymethyl)-2-(2,4,6-trichloropyrimidin-5-yl)oxy-ethyl]carbamate COC[C@H](COC=1C(=NC(=NC1Cl)Cl)Cl)NC(OC(C)(C)C)=O